ClC1=C(OC2=C1C=C(C=C2C(=O)OC(CF)CF)C)CNC(=O)C=2C=NN1C2N=CC=C1 1,3-Difluoropropan-2-yl 3-chloro-5-methyl-2-((pyrazolo[1,5-a]pyrimidine-3-carboxamido)methyl)benzofuran-7-carboxylate